3-(4-chlorobenzoyl)propionic acid ClC1=CC=C(C(=O)CCC(=O)O)C=C1